C1(CC1)C1=NC=NC(=C1C=1N=CC2=C(N1)N(C(C=C2)=O)CC21CCC(CC2)(C1)C=1N(C=C(N1)C(F)(F)F)C)OC 2-(4-Cyclopropyl-6-methoxypyrimidin-5-yl)-8-((4-(1-methyl-4-(trifluoromethyl)-1H-imidazol-2-yl)bicyclo[2.2.1]hept-1-yl)methyl)pyrido[2,3-d]pyrimidin-7(8H)-one